5-(oxaloacetyl)-isophthalic acid C(=O)(C(=O)O)CC(=O)C=1C=C(C=C(C(=O)O)C1)C(=O)O